NC[C@@H]1CNC(O1)=O (R)-5-(aminomethyl)-2-oxazolidinone